[Cu].[Ni].[Co].[Fe].C1(O)=C(C(O)=CC=C1)C=O resorcinol-formaldehyde iron-cobalt-nickel-copper